(R)-2-(6-(4-(2-((tetrahydro-2H-pyran-4-yl)oxy)phenyl)piperidin-1-yl)-2-azaspiro[3.4]octan-2-yl)-1,3,4-oxadiazole O1CCC(CC1)OC1=C(C=CC=C1)C1CCN(CC1)[C@H]1CC2(CN(C2)C=2OC=NN2)CC1